OC(COC(C1=C(C(=C(C=C1)F)F)NC1=C(C=C(C=C1)I)F)=O)CO 3,4-Difluoro-2-(2-fluoro-4-iodo-phenylamino)-benzoic acid 2,3-dihydroxy-propyl ester